7-chloro-17-thia-3,8,10,14,24,28,35-heptaazaheptacyclo[21.6.2.210,14.12,5.118,22.04,9.027,31]pentatriaconta-1(30),2,4,6,8,18(32),19,21,23(31),24,26-undecaene-15,29-dione 17,17-dioxide ClC1=CC2=C3N=C(C=4C(NC5=CC=NC(C6=CC=CC(S(CC(N7CCCN(C3=N1)CC7)=O)(=O)=O)=C6)=C5C4)=O)N2